CC1=NC2=C(C=3CCCCC13)CN(C2)C(CC2CN(C2)C=2C=NC=CC2)=O 1-(5-Methyl-1,3,6,7,8,9-hexahydro-pyrrolo[3,4-c]isoquinolin-2-yl)-2-(1-pyridin-3-yl-azetidin-3-yl)-ethanone